(2-fluoro-6-(trifluoromethoxy)phenyl)trimethylsilane FC1=C(C(=CC=C1)OC(F)(F)F)[Si](C)(C)C